C(C)OC(=O)C1=NN(C=2C(N(CCC21)C2=CC=C1CCN(CC1=C2)C)=O)C2=CC(=CC=C2)Cl 1-(3-Chlorophenyl)-6-(2-methyl-3,4-dihydro-1H-isoquinolin-7-yl)-7-oxo-4,5-dihydropyrazolo[3,4-c]pyridine-3-carboxylic acid ethyl ester